COC1=C(CNCC=2C=C(C3=C4N([C@H](CO3)C3=NC=CC=C3)C(NC24)=O)C=2C(=NOC2C)C)C=CC(=C1)OC (4S)-9-{[(2,4-Dimethoxybenzyl)amino]methyl}-7-(3,5-dimethylisoxazol-4-yl)-4-pyridin-2-yl-4,5-dihydroimidazo[1,5,4-de][1,4]benzoxazin-2(1H)-one